(3-hydroxyphenylpropyl)-(E)-2-propenamide OC=1C=C(C=CC1)CCCC(C(=O)N)=C